(S)-20-Carboxy-1,17,22-trioxo-1-(perfluorophenoxy)-21-undecyl-4,7,10,13-tetraoxa-16,21-diazadotriacontan-32-oic acid C(=O)(O)[C@H](CCC(NCCOCCOCCOCCOCCC(OC1=C(C(=C(C(=C1F)F)F)F)F)=O)=O)N(C(CCCCCCCCCC(=O)O)=O)CCCCCCCCCCC